[4-[(3,4-Difluorophenoxy)methyl]-1H-1,2,3-triazol-1-yl]thiophene-2-carboxamide FC=1C=C(OCC=2N=NN(C2)C2=C(SC=C2)C(=O)N)C=CC1F